methyl 17-hydroxystearate OC(CCCCCCCCCCCCCCCC(=O)OC)C